FC=1C(=NC=CC1)C1(CC1)NC(=O)[C@H]1CN(CC[C@@H]1NC(=O)C1=NOC(=C1)C1=C(C=C(C=C1)F)F)C1CCC1 (3S,4S)-1-cyclobutyl-4-{[5-(2,4-difluoro-phenyl)-isoxazole-3-carbonyl]-amino}-piperidine-3-carboxylic acid [1-(3-fluoro-pyridin-2-yl)-cyclopropyl]-amide